vinylidenedistearamide hex-3-en-1-yl-2-((2-methylundec-1-en-1-yl)oxy)propanoate C(CC=CCC)OC(C(C)OC=C(CCCCCCCCC)C)=O.C(=C)(CCCCCCCCCCCCCCCCCC(=O)N)CCCCCCCCCCCCCCCCCC(=O)N